FC(C(CC(C(C)(C)C)=O)=O)(F)F 1,1,1-Trifluoro-5,5-dimethyl-2,4-hexanedione